(Z)-3-cyclopropylamino-2-(2,4-dichloro-5-fluorobenzoyl)acrylic acid ethyl ester C(C)OC(\C(=C/NC1CC1)\C(C1=C(C=C(C(=C1)F)Cl)Cl)=O)=O